2-CYCLOPROPYLPYRIDINE-4-BORONIC ACID C1(CC1)C1=NC=CC(=C1)B(O)O